(2R,3R,4R,5R)-5-(2-acetamido-1-benzoyl-6-oxo-1,6-dihydro-9H-purin-9-yl)-4-((tert-butyldimethylsilyl)oxy)-2-(((tert-butyldimethylsilyl)oxy)methyl)tetrahydrofuran-3-yl methyl sulfate S(=O)(=O)(O[C@@H]1[C@H](O[C@H]([C@@H]1O[Si](C)(C)C(C)(C)C)N1C=2N=C(N(C(C2N=C1)=O)C(C1=CC=CC=C1)=O)NC(C)=O)CO[Si](C)(C)C(C)(C)C)OC